C(C)(C)N1C2=C(OCC1=O)C=CC(=C2)C2=C(N=C1N2C=CC=N1)C1=CC(=NC=C1)C 4-Isopropyl-6-(2-(2-methylpyridin-4-yl)imidazo[1,2-a]pyrimidin-3-yl)-2H-benzo[b][1,4]oxazin-3(4H)-one